ClC1=C(C=C(C=C1)NC(C1=NC=CC(=C1)C(F)(F)F)=O)C1=CC2=C(N=C(N=C2)NC)N2C1=NCC2 N-(4-chloro-3-(2-(methylamino)-8,9-dihydroimidazo[1',2':1,6]pyrido[2,3-d]pyrimidin-6-yl)phenyl)-4-(trifluoromethyl)picolinamide